C1(CCCC1)N1C(=CC2=C1N=C(N=C2)NC2=NC=C(C=C2)N2CCN(CC2)CC2=CC(=NC=C2F)N2C(NC(CC2)=O)=O)C(=O)N(C)C 7-cyclopentyl-2-((5-(4-((2-(2,4-dioxotetrahydropyrimidin-1(2H)-yl)-5-fluoropyridin-4-yl)methyl)piperazin-1-yl)pyridin-2-yl)amino)-N,N-dimethyl-7H-pyrrolo[2,3-d]pyrimidine-6-carboxamide